4,5,6,7-tetrahydro-1H-indazol-6-amine N1N=CC=2CCC(CC12)N